CCCCCCCCCCCCCCCCCCC(=O)O[C@H](COC(=O)CCCCCCCCCCC/C=C\C/C=C\CCCCC)COP(=O)(O)OC[C@H](CO)O 1-(13Z,16Z-docosadienoyl)-2-nonadecanoyl-glycero-3-phospho-(1'-sn-glycerol)